((2R,6S)-2,6-dimethylpiperidin-4-yl)-5-(piperidin-1-ylmethyl)-5,6-dihydro-1,4,2-dioxazine C[C@H]1N[C@H](CC(C1)C1=NOCC(O1)CN1CCCCC1)C